C(=O)O.N1CC(C1)NC1CN(C1)C(CC1=NC=C(C=N1)C=1C=CC=2N(C1)C(=C(N2)CC)N(C=2SC(=C(N2)C2=CC=C(C=C2)F)C#N)C)=O 2-((6-(2-(2-(3-(azetidin-3-ylamino)azetidin-1-yl)-2-oxoethyl)pyrimidin-5-yl)-2-ethyl-imidazo[1,2-a]pyridin-3-yl)(methyl)amino)-4-(4-fluorophenyl)thiazole-5-carbonitrile formate